ClC=1C(=NC2=CC(=CC=C2N1)OC1=C(C2=C(NC(=N2)C)C=C1)F)C=1C=NN(C1)CC1CC(C1)(F)F chloro-2-[1-[(3,3-difluorocyclobutyl)methyl]pyrazol-4-yl]-7-[(4-fluoro-2-methyl-1H-benzimidazol-5-yl)oxy]quinoxaline